BrC1=CC(=C2C=NN(C2=C1)C1OCCCC1)C(C)=O 1-(6-bromo-1-tetrahydropyran-2-yl-indazol-4-yl)ethanone